C1=CC=CC=2C3=CC=CC=C3C(C12)COC(N(C)[C@H](C(=O)N(C)C)CSSC(C)(C)C)=O N-[(2R)-3-(tert-butyldisulfanyl)-1-(dimethylamino)-1-oxopropan-2-yl]-N-methylcarbamic acid 9H-fluoren-9-ylmethyl ester